COC1=NC=C(C(=C1)C)SCC1=CC=C(C=C1)OC 2-methoxy-5-((4-methoxybenzyl)thio)-4-methylpyridine